FC=1C(=NNC1C1=CC=C(C=C1)N1C(CCC1)=O)NC1=C(C=C(C=C1)O)C 1-(4-(4-fluoro-3-((4-hydroxy-2-methylphenyl)amino)-1H-pyrazol-5-yl)phenyl)pyrrolidin-2-on